(5-fluoro-1-Methyl-1H-indazol-6-yl)-methanol FC=1C=C2C=NN(C2=CC1CO)C